N,O-dimethylhydroxyamine hydrochloride salt Cl.CNOC